N-Methyl-N'-tert-butylcarbodiimid CN=C=NC(C)(C)C